D(+)-Psicose OCC(=O)[C@H](O)[C@H](O)[C@H](O)CO